2-Fluoro-4-(5-(pyridin-4-yl)-5,6,7,8-tetrahydronaphthalen-2-yl)phenol Hydrobromide Br.FC1=C(C=CC(=C1)C1=CC=2CCCC(C2C=C1)C1=CC=NC=C1)O